C(C)(C)(C)C=1C=C(C=CC1)N1C2=NC=CN2C=2C=NC3=CC=C(C=C3C12)C=1C=NC2=CC=CC=C2C1 16-(3-tert-butylphenyl)-4-(quinolin-3-yl)-8,11,14,16-tetraazatetracyclo[8.6.0.02,7.011,15]-hexadec-1(10),2,4,6,8,12,14-heptaene